3-(3-hydroxy-5-(1-hydroxy-3-(3-hydroxyphenyl)propan-2-yl)phenyl)propanoic acid OC=1C=C(C=C(C1)C(CO)CC1=CC(=CC=C1)O)CCC(=O)O